C(C)C(C(=O)[O-])(O)CC(=O)[O-].C(C)C(C(=O)[O-])(O)CC(=O)[O-].C(CCC)[Sn+4]CCCC dibutyltin bis(ethyl malate)